N1(CCOCC1)C1=NC2=C(N=CC=C2C(=C1)N=S1(CCOCC1)=O)C1=CC=NN1 N-[2-(morpholin-4-yl)-8-(1H-pyrazol-5-yl)-1,7-naphthyridin-4-yl]-1,4λ4-oxathian-4-imine 4-oxide